ClC=1C=C(C=CC1OC1=C(C=C(C=C1)OC(F)(F)F)F)C1=NC=2N(C(NC(C2N1C)=O)=O)CC(C(F)(F)F)O 8-(3-chloro-4-(2-fluoro-4-(trifluoromethoxy)phenoxy)phenyl)-7-methyl-3-(3,3,3-trifluoro-2-hydroxypropyl)-3,7-dihydro-1H-purine-2,6-dione